BrC=1C(=CC(=NC1)NC(N(CC)CC)=O)C=1SC=C(N1)C(F)(F)F N'-[5-bromo-4-[4-(trifluoromethyl)-2-thiazolyl]-2-pyridinyl]-N,N-diethylurea